NCCC(=O)NC1=CC(=C(C(=C1)CO)C#CCN)CO 3-amino-N-(4-(3-aminoprop-1-yn-1-yl)-3,5-bis(hydroxymethyl)phenyl)propanamide